3,3-difluoro-N-(3-(imidazo[4,5-d]pyrrolo[2,3-b]pyridin-1(6H)-yl)bicyclo[1.1.1]pentan-1-yl)cyclobutane-1-carboxamide FC1(CC(C1)C(=O)NC12CC(C1)(C2)N2C=NC=1C2=C2C(=NC1)NC=C2)F